(N-[4-amino-5-[3-[4-(trifluoromethoxy)phenyl]isoxazole-5-carbonyl]thiazol-2-yl]-4-fluoro-anilino)propanamide NC=1N=C(SC1C(=O)C1=CC(=NO1)C1=CC=C(C=C1)OC(F)(F)F)N(C1=CC=C(C=C1)F)C(C(=O)N)C